5-methyl-6-fluoro-3-indolecarboxylic acid CC=1C=C2C(=CNC2=CC1F)C(=O)O